tert-butyl 6-chloro-1-(4-(trifluoromethoxy)phenylcarbamoyl)-1,2,3,4-tetrahydroquinolin-3-ylcarbamate ClC=1C=C2CC(CN(C2=CC1)C(NC1=CC=C(C=C1)OC(F)(F)F)=O)NC(OC(C)(C)C)=O